1,3-diethyl-2-(ethoxymethylene)propane C(C)CC(CCC)=COCC